C(=O)C1=NC=C(C=C1CC1(CC1)C#N)C1=NOC(=N1)C(F)(F)F 1-((2-formyl-5-(5-(trifluoromethyl)-1,2,4-oxadiazol-3-yl)pyridin-3-yl)methyl)Cyclopropane-1-carbonitrile